C(C)(C)NC1=C(C=NC2=CC=C(C=C12)C=1C=NNC1)C(=O)NCCCC1=CC=NC=C1 4-(isopropylamino)-6-(1H-pyrazol-4-yl)-N-(3-(pyridin-4-yl)propyl)quinoline-3-carboxamide